BrC1=C2C=CC=CC2=C(C2=CC=CC=C12)C=1C=CC2=C(OC3=C2C=CC=C3)C1 3-(10-bromoanthracene-9-yl)dibenzofuran